C(C)S(=O)(=O)C[C@@H](C1=CC=C(C=C1)S(=O)(=O)CC)NC(C1=CC=C(C=C1)N1[C@@H](C[C@@H](C1)OC1=CC=C(C=C1)C(F)(F)F)COC(F)F)=O N-((R)-2-ethylsulfonyl-1-(4-(ethylsulfonyl)phenyl)ethyl)-4-((2S,4S)-2-((difluoromethoxy)methyl)-4-(4-(trifluoromethyl)phenoxy)pyrrolidin-1-yl)benzamide